N-(5-isobutyl-4-(3-methoxy-4-(trifluoromethyl)phenyl)thiazol-2-yl)acetamide C(C(C)C)C1=C(N=C(S1)NC(C)=O)C1=CC(=C(C=C1)C(F)(F)F)OC